4-(5-(4-((3-hydroxypiperidin-1-yl)methyl)phenyl)-1H-pyrrolo[2,3-b]pyridin-3-yl)benzonitrile OC1CN(CCC1)CC1=CC=C(C=C1)C=1C=C2C(=NC1)NC=C2C2=CC=C(C#N)C=C2